ClC=1N=C(C2=C(N1)C(=C(N=C2)Cl)F)N2CC(CCCC2)S(=O)(=O)C 2,7-dichloro-8-fluoro-4-(3-methylsulfonylazepan-1-yl)pyrido[4,3-d]Pyrimidine